(S)-4-((8-isopropyl-2-((5-oxopyrrolidin-3-yl)amino)pyrazolo[1,5-a][1,3,5]triazine-4-yl)amino)piperidine-1-carboxylic acid (3-fluoroazetidine-3-yl)methyl ester FC1(CNC1)COC(=O)N1CCC(CC1)NC1=NC(=NC=2N1N=CC2C(C)C)N[C@@H]2CNC(C2)=O